C(C1=CC=CC=C1)C1=NC(=NC=C1)C=1CCNCC1 benzyl-2-(1,2,3,6-tetrahydropyridin-4-yl)pyrimidine